CCS(=O)(=O)OC1CC(CC1)OS(=O)(=O)C (3-(Methanesulfonyloxy) cyclopentyl) methylmethanesulfonate